O=C(CC#N)N1CCNCC1 3-oxo-3-(piperazin-1-yl)propionitrile